COC=1C=C(C=CC1C)C1=NC=CC=C1C=1C=C2C=NNC2=CC1 5-(2-(3-Methoxy-4-methylphenyl)pyridin-3-yl)-1H-indazole